(4-(5-(3-methoxyphenyl)isoxazol-3-yl)phenyl)acetamide COC=1C=C(C=CC1)C1=CC(=NO1)C1=CC=C(C=C1)CC(=O)N